9-Cyclopropyl-3,3,10,10-tetramethyl-2,3,4a,10-tetrahydro-1H-indeno[1,2-c]pyrazolo[1,2-a]pyrazol-1-one C1(CC1)C=1C=2C=CC=CC2C2N3N(C(C21)(C)C)C(CC3(C)C)=O